6-[3-(2-Methoxy-4-methylsulfonyl-anilino)prop-1-ynyl]-N-(1-methyl-4-piperidyl)-1-(2,2,2-trifluoroethyl)indol-4-amine COC1=C(NCC#CC=2C=C(C=3C=CN(C3C2)CC(F)(F)F)NC2CCN(CC2)C)C=CC(=C1)S(=O)(=O)C